3-chloro-6-bromo-7-fluoroquinazolin ClN1CN=C2C=C(C(=CC2=C1)Br)F